3-acetyl-7-{[5-chloro-4-(4-fluoro-2-methoxyphenyl)pyridin-2-yl]amino}-4-morpholinyl-2H-benzopyran-2-one C(C)(=O)C=1C(OC2=C(C1N1CCOCC1)C=CC(=C2)NC2=NC=C(C(=C2)C2=C(C=C(C=C2)F)OC)Cl)=O